BrC=1C(=CC(=C(C1)S(=O)(=O)N[C@@H](C(=O)O)CCCCCCCC)F)Cl (R)-2-((5-bromo-4-chloro-2-fluorophenyl)sulfonamido)decanoic acid